(R)-1-(1-propenylpiperidin-3-yl)-4-amino-N-(oxazolo[4,5-b]pyridin-2-yl)-1H-pyrazolo[3,4-d]pyrimidine-3-carboxamide C(=CC)N1C[C@@H](CCC1)N1N=C(C=2C1=NC=NC2N)C(=O)NC=2OC=1C(=NC=CC1)N2